NC1CCC=2C1=CC=C1C=C(N(CC21)CC(C)(C)F)Cl 7-amino-3-chloro-N-(2-fluoro-2-methyl-propyl)-8,9-dihydro-7H-cyclopenta[H]Isoquinoline